2-(2-phenylhydrazono)acetic acid C1(=CC=CC=C1)NN=CC(=O)O